C1(=C(C(=CC=C1)C)C)C=1C=CC2=C(C(C(O2)=O)CCCC)C1CCCC Xylyldibutylbenzofuranone